N-[(3S)-1-[5-[2,6-dichloro-4-[6-(difluoromethyl)-3,5-dioxo-1,2,4-triazin-2-yl]phenoxy]-2-hydroxy-phenyl]sulfonyl-pyrrolidin-3-yl]methanesulfonamide ClC1=C(OC=2C=CC(=C(C2)S(=O)(=O)N2C[C@H](CC2)NS(=O)(=O)C)O)C(=CC(=C1)N1N=C(C(NC1=O)=O)C(F)F)Cl